1-dodecyl-3-methylimidazole C(CCCCCCCCCCC)N1CN(C=C1)C